ClC1=NC2=C(N1COCC[Si](C)(C)C)C(=CC(=C2)C(F)(F)F)F 2-chloro-7-fluoro-5-(trifluoromethyl)-1-((2-(trimethylsilyl)ethoxy)methyl)-1H-benzo[d]imidazole